C1(CCCC1)CCC=1NC(=NN1)C(=O)NC1=NC=CC(=C1)C1=C(C=CC(=C1)OCCCC(C)(C)O)C 5-(2-Cyclopentylethyl)-N-(4-(5-((4-hydroxy-4-methylpentyl)oxy)-2-methylphenyl)pyridin-2-yl)-4H-1,2,4-triazole-3-carboxamide